tris(2-t-butylphenyl)phosphite C(C)(C)(C)C1=C(C=CC=C1)OP(OC1=C(C=CC=C1)C(C)(C)C)OC1=C(C=CC=C1)C(C)(C)C